S1C=NC2=NC=CC=C21 [1,3]thiazolo[4,5-b]pyridine